5-Bromo-4-(4-chlorothiophene-2-yl)thiazol-2-amine BrC1=C(N=C(S1)N)C=1SC=C(C1)Cl